FC(S(=O)(=O)O)(F)F.FC(S(=O)(=O)O)(F)F.[Sn+2] tin (II) bis(trifluoromethanesulfonic acid)